2,5-dichloro-1,3-thiazole-4-carbonyl chloride ClC=1SC(=C(N1)C(=O)Cl)Cl